3-bromo-4-fluoro-1-((2-(trimethylsilyl)ethoxy)methyl)-1H-pyrazole BrC1=NN(C=C1F)COCC[Si](C)(C)C